C=CC(C)O 1-butene-3-ol